COC1=NN2C(S1)=NC(=C2)C2=NN1C(C(=CC(=C1)OC)OCC=1N=CSC1C)=C2 2-methoxy-6-(6-methoxy-4-((5-methylthiazol-4-yl)methoxy)pyrazolo[1,5-a]pyridin-2-yl)imidazo[2,1-b][1,3,4]thiadiazole